4-(2-(2-aminopyridin-3-yl)-5-phenyl-3H-imidazo[4,5-b]pyridin-3-yl)-N-(benzofuran-6-ylmethyl)benzamide NC1=NC=CC=C1C1=NC=2C(=NC(=CC2)C2=CC=CC=C2)N1C1=CC=C(C(=O)NCC2=CC3=C(C=CO3)C=C2)C=C1